tert-Butyl 3-oxo-4-(3-(4,4,5,5-tetramethyl-1,3,2-dioxaborolan-2-yl)-1-tosyl-1H-indol-7-yl)piperazine-1-carboxylate O=C1CN(CCN1C=1C=CC=C2C(=CN(C12)S(=O)(=O)C1=CC=C(C)C=C1)B1OC(C(O1)(C)C)(C)C)C(=O)OC(C)(C)C